2-fluoro-4-[5-(4-methoxy-phenyl)-1-methyl-2-(methyl-(3S)-pyrrolidin-3-ylmethyl-amino)-6-oxo-1,6-dihydro-pyrimidin-4-yl]-benzonitrile FC1=C(C#N)C=CC(=C1)C=1N=C(N(C(C1C1=CC=C(C=C1)OC)=O)C)N(C[C@@H]1CNCC1)C